8-bromo-2-[(3S)-3-[(tert-butyldimethylsilyl)oxy]-3-phenylprop-1-yn-1-yl]-3-(2,2,2-trifluoroethyl)imidazo[1,2-a]pyridine BrC=1C=2N(C=CC1)C(=C(N2)C#C[C@H](C2=CC=CC=C2)O[Si](C)(C)C(C)(C)C)CC(F)(F)F